FC(C(=O)O)(F)F.ClC1=CC=C(C[C@H]2CO[C@H](CN2C2CCC(CC2)C2=NN(C(=N2)O)C)C(=O)N(C)C)C=C1 (2R,5S)-5-(4-chlorobenzyl)-4-(4-(5-hydroxy-1-methyl-1H-1,2,4-triazol-3-yl)cyclohexyl)-N,N-dimethylmorpholine-2-carboxamide 2,2,2-trifluoroacetate